(4-((5-amino-7-(butylamino)-3-(prop-1-en-2-yl)-1H-pyrazolo[4,3-d]pyrimidin-1-yl)methyl)-3-methoxyphenyl)methanol NC=1N=C(C2=C(N1)C(=NN2CC2=C(C=C(C=C2)CO)OC)C(=C)C)NCCCC